O[C@H]1COCC[C@@H]1N1C=NC2=C(C(=C(C=C2C1=O)CC=1C=NC(=CC1)C=1C=NN(C1)C)C)C 3-((3R,4S)-3-Hydroxytetrahydro-2H-pyran-4-yl)-7,8-dimethyl-6-((6-(1-methyl-1H-pyrazol-4-yl)pyridin-3-yl)methyl)quinazolin-4(3H)-one